tert-butyl 2-[4-(4-bromophenyl) pyrazol-1-yl]acetate BrC1=CC=C(C=C1)C=1C=NN(C1)CC(=O)OC(C)(C)C